CS(=O)(=O)N1CCC2(CC(OC2=O)CCN2CCN(CC2)C2=CC=C(C=C2)[N+](=O)[O-])CC1 8-(methylsulfonyl)-3-(2-(4-(4-nitrophenyl)piperazin-1-yl)ethyl)-2-oxa-8-azaspiro[4.5]decan-1-one